N1(CCNCC1)C(=O)OC(C1=CC(=C(C=C1)[N+](=O)[O-])NCC(CCCOS(=O)(=O)C)C)C(C)(C)C tert-butyl-(3-((2-methyl-5-((methylsulfonyl) oxy) pentyl) amino)-4-nitrobenzyl) piperazine-1-carboxylate